C1CCCCC1.[Ni] nickel cyclohexane